C1(=CC=CC=C1)C=1NC=CC1 PHENYLAZOLE